N-(6-Chloro-2-diethylamino-4-oxo-4H-quinazolin-3-yl)-2-(3,5-difluoro-phenyl)-acetamide ClC=1C=C2C(N(C(=NC2=CC1)N(CC)CC)NC(CC1=CC(=CC(=C1)F)F)=O)=O